NC1CCC(CC1)C(=O)OCC ethyl (1s,4s)-4-aminocyclohexanecarboxylate